C1(CC1)C1=CC(=C(CCN2C[C@@H](C([C@@H](C2)O)O)O)C(=C1)F)F (3S,4r,5R)-1-(4-cyclopropyl-2,6-difluorophenethyl)piperidine-3,4,5-triol